tert-butyl 1-((((benzyloxy)carbonyl)amino)methyl)-3-trityl-3,8-diazabicyclo[3.2.1]octane-8-carboxylate C(C1=CC=CC=C1)OC(=O)NCC12CN(CC(CC1)N2C(=O)OC(C)(C)C)C(C2=CC=CC=C2)(C2=CC=CC=C2)C2=CC=CC=C2